N-(cis-2-(((1-(2-fluorophenyl)piperidin-4-yl)oxy)methyl)-1-propionylpiperidin-3-yl)methanesulfonamide FC1=C(C=CC=C1)N1CCC(CC1)OC[C@@H]1N(CCC[C@@H]1NS(=O)(=O)C)C(CC)=O